(1S,3aS,6aR)-N-((R)-4-hydroxy-3-oxo-1-((R)-2-oxopyrrolidin-3-yl)butan-2-yl)-2-((S)-5-oxo-2-phenylpyrrolidine-2-carbonyl)octahydrocyclopenta[c]pyrrole-1-carboxamide OCC([C@@H](C[C@@H]1C(NCC1)=O)NC(=O)[C@H]1N(C[C@@H]2[C@H]1CCC2)C(=O)[C@@]2(NC(CC2)=O)C2=CC=CC=C2)=O